COC(C1=C(N=CC(=C1)Br)N1CCC(CCC1)(F)F)=O 5-bromo-2-(4,4-difluoroazepan-1-yl)nicotinic acid methyl ester